tris(2,4-di-t-butylphenyl) phosphate P(=O)(OC1=C(C=C(C=C1)C(C)(C)C)C(C)(C)C)(OC1=C(C=C(C=C1)C(C)(C)C)C(C)(C)C)OC1=C(C=C(C=C1)C(C)(C)C)C(C)(C)C